CC1=C(C=CC=C1)/C(/C(=O)O)=N/OC.C(C)(C)(C)[Si](C)(C)OC1CC(C1)([2H])I Tert-butyl-(3-iodocyclobutoxy-3-d)dimethylsilane (Z)-2-methyl-alpha-methoxyiminophenylacetate